C(#N)C1=C(OC=2C=C3C(N(C=NC3=CC2)C2CC3(C2)CCN(CC3)C(=O)OC(C)(C)C)=O)C(=CC=C1NS(N(C)CC)(=O)=O)F tert-butyl 2-[6-[2-cyano-3-[[ethyl(methyl)sulfamoyl]amino]-6-fluoro-phenoxy]-4-oxo-quinazolin-3-yl]-7-azaspiro[3.5]nonane-7-carboxylate